[Si](C)(C)(C(C)(C)C)OCC=1C=C(C(=NC1)C)C1=CC=C(C=C1)NC([C@H](C1CCCCC1)NC(=O)C1=CC=NN1C)=O (S)-N-(2-((4-(5-(((tert-butyldimethylsilyl)oxy)methyl)-2-methylpyridin-3-yl)phenyl)amino)-1-cyclohexyl-2-oxoethyl)-1-methyl-1H-pyrazole-5-carboxamide